ClC1=C(C(=CC=C1)Cl)COC=1C=NC(=NC1)N1CCN(CCC1)C(=O)N 4-{5-[(2,6-dichlorophenyl)methoxy]pyrimidin-2-yl}-1,4-diazacycloheptane-1-carboxamide